2,2-Diethyl-7-methyl-3,4-dihydrochromen-5-ol C(C)C1(OC=2C=C(C=C(C2CC1)O)C)CC